5-oxo-4-[[4-(4H-1,2,4-triazol-4-yl)phenyl]formamido]pentanol O=CC(CCCO)NC(=O)C1=CC=C(C=C1)N1C=NN=C1